C(CC#C)OC=1C=C(C=CC1N(C)C)NC(=O)C1=CC=C(C=C1)C1=CC=C(C=C1)C(=O)NC1=CC(=C(C=C1)N(C)C)F N4-(3-(but-3-yn-1-yloxy)-4-(dimethylamino)phenyl)-N4'-(4-(dimethylamino)-3-fluorophenyl)-[1,1'-biphenyl]-4,4'-dicarboxamide